BrC=1C(=C2C(=NC1)NC[C@]21C[C@H](CC1)N1N=CN=C1)Cl |r| (1RS,3SR)-5'-Bromo-4'-chloro-3-(1H-1,2,4-triazol-1-yl)-1',2'-dihydrospiro[cyclopentane-1,3'-pyrrolo[2,3-b]pyridine]